NCCOCCOCCOCCOCCOCCOCCO 2-[2-[2-[2-[2-[2-(2-aminoethoxy)ethoxy]ethoxy]ethoxy]ethoxy]ethoxy]ethanol